N1C(=NC2=C1C=CC=C2)C2=CC(=C1C(=N2)N(C=C1)S(=O)(=O)C)N1[C@@H](COCC1)C (R)-4-(6-(1H-benzo[d]imidazol-2-yl)-1-(methylsulfonyl)-1H-pyrrolo[2,3-b]pyridine-4-yl)-3-methylmorpholine